7-bromo-5-ethenylpyrazolo[1,5-a]pyridine BrC1=CC(=CC=2N1N=CC2)C=C